(2-chloro-4-((2-(hydroxymethyl)benzofuran-7-yl)oxy)Phenyl)(4-(((3R,6S)-6-(hydroxymethyl)tetrahydro-2H-pyran-3-yl)amino)-7H-pyrrolo[2,3-d]pyrimidine-5-yl)methanone ClC1=C(C=CC(=C1)OC1=CC=CC=2C=C(OC21)CO)C(=O)C2=CNC=1N=CN=C(C12)N[C@H]1CO[C@@H](CC1)CO